tert-butyl (R,E)-3-(4-(3H-[1,2,3]triazolo[4,5-b]pyridin-3-yl)-N-(7-(3-amino-3-oxoprop-1-en-1-yl)isoquinolin-1-yl)-2-fluorobenzamido)-piperidine-1-carboxylate N1=NN(C2=NC=CC=C21)C2=CC(=C(C(=O)N(C1=NC=CC3=CC=C(C=C13)\C=C\C(=O)N)[C@H]1CN(CCC1)C(=O)OC(C)(C)C)C=C2)F